N[C@@H]1CN(CCC1)C1=CC(=NC=C1C=1C=NN(C1)C(F)F)NC1=NC(=NC=C1)C1=C(C=CC=C1F)CO (S)-(2-(4-((4-(3-aminopiperidin-1-yl)-5-(1-(difluoromethyl)-1H-pyrazol-4-yl)pyridin-2-yl)amino)pyrimidin-2-yl)-3-fluorophenyl)methanol